9-phenyl-1-(4-(4,4,5,5-tetramethyl-1,3,2-dioxaborolan-2-yl)dibenzo[b,d]furan-1-yl)-9H-carbazole C1(=CC=CC=C1)N1C2=CC=CC=C2C=2C=CC=C(C12)C1=CC=C(C=2OC3=C(C21)C=CC=C3)B3OC(C(O3)(C)C)(C)C